1,3-bis(mercaptomethyl)phenol SCC1(CC(=CC=C1)CS)O